ClC=1C(N(N=CC1NC[C@H]1COCCC1)C1CCC(CC1)N(C[C@@H]1CN(CC1)C)C1=CC=C(C=C1)F)=O 4-chloro-2-((1R,4R)-4-((4-fluorophenyl)(((S)-1-methylpyrrolidin-3-yl)methyl)amino)cyclohexyl)-5-((((S)-tetrahydro-2H-pyran-3-yl)methyl)amino)pyridazin-3(2H)-one